C(C)N(C(C1=C(C=C(C(=C1)C(C)C)O)O)=O)CC1=CC(=CC=C1)F N-ethyl-N-(3-fluorobenzyl)-2,4-dihydroxy-5-isopropylbenzamide